FCCOCCOCCOC=1C=C2C=C(N(C2=CC1)C(=O)OC(C)(C)C)C=1C=NC(=CC1)N1C[C@@H](CCC1)O tert-butyl 5-{2-[2-(2-fluoroethoxy)ethoxy]ethoxy}-2-{6-[(3R)-3-hydroxypiperidin-1-yl]pyridin-3-yl}-1H-indole-1-carboxylate